The molecule is an aromatic ketone that is propiophenone carrying a tert-butylamino group at position 2 and a chloro substituent at position 3 on the phenyl ring. It has a role as an antidepressant, an environmental contaminant and a xenobiotic. It is a secondary amino compound, a member of monochlorobenzenes and an aromatic ketone. CC(C(=O)C1=CC(=CC=C1)Cl)NC(C)(C)C